[N+](=O)([O-])C1=CC=C(OC(COS(=O)(=O)C)C)C=C1 methanesulfonic acid 2-(4-nitro-phenoxy)-propyl ester